1-(4-((4-(3-chloro-4-(2-chloro-3-(6-methoxy-5-(((tetrahydro-2H-pyran-4-yl)amino)methyl)pyridin-2-yl)phenyl)pyridin-2-yl)-2-methoxybenzyl)(methyl)amino)piperidin-1-yl)ethan-1-one ClC=1C(=NC=CC1C1=C(C(=CC=C1)C1=NC(=C(C=C1)CNC1CCOCC1)OC)Cl)C1=CC(=C(CN(C2CCN(CC2)C(C)=O)C)C=C1)OC